C(CCC)C1=NC2(C(N1CC1=CC(=C(C=C1)C1=C(C=CC=C1)S(=O)(=O)NC1=C(C(=NO1)C)C)COCC)=O)CCCC2 2-[4-[(2-butyl-4-oxo-1,3-diazaspiro[4.4]non-1-en-3-yl)methyl]-2-(ethoxymethyl)phenyl]-N-(3,4-dimethyl-1,2-oxazol-5-yl)benzenesulfonamide